NC(CC(=O)O)CC1=CC=C(C=C1)Br l-3-amino-4-(4-bromophenyl)-butyric acid